Tert-butyl ((S)-1-((1r,4S)-4-methylcyclohexyl)-2-oxo-2-((4-((((2,2,2-trifluoroethyl)carbamoyl)oxy)methyl)pyridin-2-yl)amino)ethyl)carbamate CC1CCC(CC1)[C@@H](C(NC1=NC=CC(=C1)COC(NCC(F)(F)F)=O)=O)NC(OC(C)(C)C)=O